(S)-4-(4-(1-methyl-1H-imidazol-2-yl)phenyl)-2-(2-methylazetidin-1-yl)-6,7-dihydro-5H-cyclopenta[d]pyrimidine CN1C(=NC=C1)C1=CC=C(C=C1)C=1C2=C(N=C(N1)N1[C@H](CC1)C)CCC2